C(C)(C)(C)OC(NC1CCC2(CC(CC(C2)=O)=O)CC1)=O.BrC1=C2C(=NC(=NC2=C(C=C1C(F)(F)F)F)SC)Cl bromo-4-chloro-8-fluoro-2-(methylthio)-6-(trifluoromethyl)quinazoline Tert-butyl-N-(2,4-dioxospiro[5.5]undecan-9-yl)carbamate